methyl 3-chloro-6-formyl-imidazo[1,2-a]pyridine-8-carboxylate ClC1=CN=C2N1C=C(C=C2C(=O)OC)C=O